COC1=C(C=CC=C1)NC(=S)N 1-(2-methoxyphenyl)-2-thiourea